N1=C(C=CC2=CN=CC=C12)C#N 1,6-naphthyridine-2-carbonitrile